C(C)OC(CC(=O)NCC1(CCCC1)C(=O)OCC)=O ethyl 1-[[(3-ethoxy-3-oxo-propanoyl)amino]methyl]cyclopentanecarboxylate